C(C1=CC=CC=C1)OC1=NC=NC(=C1OCC1=CC=CC=C1)CN1C(=NN=C1)C1=CC=C(C=C1)I 4,5-Bis(benzyloxy)-6-((3-(4-iodophenyl)-4H-1,2,4-triazol-4-yl)methyl)pyrimidine